NC=1C(=C(C=C(C(=O)[O-])C1)N1N=CC(=C1)C1=C(C=CC=C1)CNC(C1=C(C=CC=C1)OC)=O)C(N)=O 5-amino-4-carbamoyl-3-[4-[[(2-methoxybenzoylamino)methyl]phenyl]pyrazol-1-yl]benzoate